C[C@H]([C@H](CCC)O)O (2R,3S)-hexane-2,3-diol